carbonate compound with bismuth [Bi+3].C([O-])([O-])=O.C([O-])([O-])=O.C([O-])([O-])=O.[Bi+3]